S=O mono-thioether